2-((1-(4-(trifluoromethyl)phenyl)-1H-indazol-3-yl)methyl)isothiazolidine 1,1-dioxide FC(C1=CC=C(C=C1)N1N=C(C2=CC=CC=C12)CN1S(CCC1)(=O)=O)(F)F